ethyl 1-methyl-2-oxocyclopentane-1-carboxylate CC1(C(CCC1)=O)C(=O)OCC